C1(CC1)C1=CCN(C(=C1)N1C=NC=C1)C1CCC(CC1)NCC(F)F 4-cyclopropyl-N-((1r,4r)-4-((2,2-difluoroethyl)amino)cyclohexyl)-6-(1H-imidazol-1-yl)pyridine